IC=1C(=CC2=C(N(C(C(CS2)(CCC)C)=O)C2=CC=CC=C2)C1)OC 7-iodo-8-methoxy-3-methyl-5-phenyl-3-propyl-2,3-dihydro-1,5-benzothiazepin-4(5H)-one